5-(1H-pyrazol-4-yl)phenol N1N=CC(=C1)C=1C=CC=C(C1)O